5-Amino-3-[2-chloro-4-[2-[[3-(3,3-dimethylcyclobutyl)isoxazol-5-yl]amino]-2-oxo-ethyl]-3-fluorophenyl]-1-isopropyl-pyrazole-4-carboxamide NC1=C(C(=NN1C(C)C)C1=C(C(=C(C=C1)CC(=O)NC1=CC(=NO1)C1CC(C1)(C)C)F)Cl)C(=O)N